4-(3-(4-(3-bromopyrazolo[1,5-a]pyridin-6-yl)-1H-pyrazol-1-yl)propyl)morpholine BrC=1C=NN2C1C=CC(=C2)C=2C=NN(C2)CCCN2CCOCC2